2,4-dichloro-5,7-dimethylpyrido[2,3-d]pyrimidine ClC=1N=C(C2=C(N1)N=C(C=C2C)C)Cl